CN1C(=O)N(C(=O)C1(CCO)C)C 1,3-dimethylmethyloldimethylhydantoin